tert-butyl (1-(4-(N-acetoxycarbamimidoyl)thiophen-2-yl)-2-amino-2-oxoethyl)carbamate C(C)(=O)ONC(=N)C=1C=C(SC1)C(C(=O)N)NC(OC(C)(C)C)=O